CN(C)CC=1C=C(C=CC1N1CCOCC1)NC1NC(C=2C(=NC=CC21)C2=C1C(=NC=C2)N(C=C1)C)=O ((3-((dimethylamino)methyl)-4-morpholinophenyl)amino)-4-(1-methyl-1H-pyrrolo[2,3-b]pyridin-4-yl)-1,2-dihydro-3H-pyrrolo[3,4-c]pyridin-3-one